8-[(1R)-1-[2-(1-hydroxy-2,3,1-benzoxazaborinin-6-yl)anilino]ethyl]-3,6-dimethyl-2-morpholino-chromen-4-one OB1ON=CC2=C1C=CC(=C2)C2=C(N[C@H](C)C=1C=C(C=C3C(C(=C(OC13)N1CCOCC1)C)=O)C)C=CC=C2